Glyceryl trihydroxypropyl ether triacrylate C(C=C)(=O)O.C(C=C)(=O)O.C(C=C)(=O)O.OC(CCOCC(O)CO)(O)O